(2S)-1-(2,4-dimethoxybenzyl)-2'-(trifluoromethyl)-2-((trimethylsilyl)ethynyl)-4',5'-dihydrospiro[piperidine-4,7'-thieno[2,3-C]pyran]-3'-carbaldehyde COC1=C(CN2[C@@H](CC3(OCCC4=C3SC(=C4C=O)C(F)(F)F)CC2)C#C[Si](C)(C)C)C=CC(=C1)OC